C(=O)(O)C1C(C1C(=O)O)C(N)C(=O)O 2-(2',3'-Dicarboxycyclopropyl)glycine